tert-butyl N-[3-[(5-formyl-3-thienyl)methyl]phenyl]carbamate C(=O)C1=CC(=CS1)CC=1C=C(C=CC1)NC(OC(C)(C)C)=O